ClC=1C=C(N(C1)S(=O)(=O)C1=CC=C(C)C=C1)C=1C(=NN(C1)C)C(F)(F)F 4-chloro-2-(1-methyl-3-trifluoromethyl-1H-pyrazol-4-yl)-1-p-toluenesulfonyl-1H-pyrrole